CN(CCN(C1=C(C=C(C=C1)NC1=NC=C(C(=N1)C1=CNC2=C(C=CC=C12)F)C(F)(F)F)NC(C)=O)CC)C N-(2-((2-(dimethylamino)ethyl)(ethyl)amino)-5-((4-(7-fluoro-1H-indol-3-yl)-5-(trifluoromethyl)pyrimidin-2-yl)amino)phenyl)acetamide